N-[(3,5-difluoropyridin-2-yl)methyl]-5-methyl-2-[(3R)-3-methyl[1,4'-bipiperidin]-1'-yl]-1,3-oxazole-4-carboxamide FC=1C(=NC=C(C1)F)CNC(=O)C=1N=C(OC1C)N1CCC(CC1)N1C[C@@H](CCC1)C